COC(=O)C=1CC=2C(=NC1)N=CC2 Pyrrolo[2,3-b]Pyridine-5-carboxylic acid methyl ester